N=1C=CN2C1N=CC(=C2)C=2C=CN1N=C(N=C(C12)OC([2H])([2H])[2H])N[C@@H]1CC[C@H](CC1)C(C)(C)O 2-(trans-4-((5-(imidazo[1,2-a]pyrimidin-6-yl)-4-(methoxy-d3)pyrrolo[2,1-f][1,2,4]triazin-2-yl)amino)cyclohexyl)propan-2-ol